2-[2-(benzyloxy)ethyl]propane-1,3-diol C(C1=CC=CC=C1)OCCC(CO)CO